(R)-N-(2,3-dihydro-1H-inden-1-ylidene)-2-methylpropane-2-sulfinamide C1(CCC2=CC=CC=C12)=N[S@](=O)C(C)(C)C